5-ethylthio-1H-oxazole C(C)SC1=CN=CO1